Cl.ClC1=C(C=NC=C1)N1CCNCC1 1-(4-chloro-3-pyridinyl)piperazine hydrochloride